N-(3-((cyclopropylmethylamino)(3-(trifluoromethyl)phenyl)methyl)phenyl)-3-(trifluoromethyl)-1H-pyrazole-5-carboxamide C1(CC1)CNC(C=1C=C(C=CC1)NC(=O)C1=CC(=NN1)C(F)(F)F)C1=CC(=CC=C1)C(F)(F)F